C1OCCC12C(NCC2)=O 2-oxa-7-azaspiro[4.4]nonan-6-one